N[C@@H]1[C@H](NC(C1)=O)COC1=NC=CC2=CC(=C(C=C12)OC(C)C)C(=O)N 1-{[(2S,3S)-3-amino-5-oxopyrrolidin-2-yl]methoxy}-7-(propan-2-yloxy)isoquinoline-6-carboxamide